CC1=C(C(=CC(=C1)C)C)S(=O)(=O)[O-].[Fe+3].CC1=C(C(=CC(=C1)C)C)S(=O)(=O)[O-].CC1=C(C(=CC(=C1)C)C)S(=O)(=O)[O-] ferric 2,4,6-trimethyl-benzenesulfonate